butyl (2-(bromomethyl)phenyl)carbamate BrCC1=C(C=CC=C1)NC(OCCCC)=O